1-(cyclopropylmethyl)-N-((5-(pyrazolo[1,5-a]pyrimidin-6-yl)-2,3-dihydro-1H-inden-4-yl)carbamoyl)-1H-pyrazole-4-sulfonamide C1(CC1)CN1N=CC(=C1)S(=O)(=O)NC(NC1=C2CCCC2=CC=C1C=1C=NC=2N(C1)N=CC2)=O